COC1=CC=2C3=CC=CC=C3C(NC2C(=C1)C)=O 2-methoxy-4-methyl-6(5H)-phenanthridinone